NC1CCN(CC1)C1=CN=C(C(=N1)C1=CC(=C(C#N)C=C1)F)C1=CC2=C(N(C=N2)C(C)C)C(=C1F)F 4-[6-(4-aminopiperidin-1-yl)-3-(6,7-difluoro-1-propan-2-ylbenzimidazol-5-yl)pyrazin-2-yl]-2-fluorobenzonitrile